Ethyl-3-((acetylimino)(phenyl)methyl)-2-(trifluoromethyl)benzofuran-5-carboxylate C(C)OC(=O)C=1C=CC2=C(C(=C(O2)C(F)(F)F)C(C2=CC=CC=C2)=NC(C)=O)C1